C(\C=C/C(=O)O)(=O)O.C(C)OC(N)=O carbamic acid ethyl ester maleate